[N+](=O)([O-])C1=CC=2C(NC3=CC=C1CC23)=O 4-nitrobenzo[ctZ]indol-2(1H)-one